N,4-dimethylthiazole-2-carboxamide CNC(=O)C=1SC=C(N1)C